octahydroazulene C1CCC2CCCC2=CC1